C(C)OC(=O)C1=NNC=C(C1=O)C1=CC=C(C=C1)Cl 5-(4-chlorophenyl)-4-oxo-1,4-dihydropyridazine-3-carboxylic acid ethyl ester